(3S)-N-(carbamoylmethyl)-3-{[5-(2,6-dimethoxyphenyl)-1-(2-methylpropyl)-1H-pyrazol-3-yl]formamido}-5-methylhexanamide C(N)(=O)CNC(C[C@H](CC(C)C)NC(=O)C1=NN(C(=C1)C1=C(C=CC=C1OC)OC)CC(C)C)=O